(3S)-3-[5-[3-(dimethoxymethyl)azetidin-1-yl]-1-oxo-isoindolin-2-yl]piperidine-2,6-dione COC(C1CN(C1)C=1C=C2CN(C(C2=CC1)=O)[C@@H]1C(NC(CC1)=O)=O)OC